C(C=C)(=O)NC=1C=CC(=C(C(=O)O)C1)C(N(CC1=CC=C(C=C1)C)CC1=CC=CC=C1)=O 5-acrylamido-2-(benzyl(4-methylbenzyl)carbamoyl)benzoic acid